samarium fluoromethylsulfonate FCS(=O)(=O)[O-].[Sm+3].FCS(=O)(=O)[O-].FCS(=O)(=O)[O-]